dipalmitoyl-rac-glycero-3-phosphoglycerol C(CCCCCCCCCCCCCCC)(=O)C(OP(OCC(CO)O)(=O)O)(C(O)CO)C(CCCCCCCCCCCCCCC)=O